2',5'-dimethyl-5'H-spiro[cyclopropane-1,4'-[1,2,4]triazolo[1,5-a]quinoxalin]-6'-amine CC1=NN2C(C3(N(C=4C(=CC=CC24)N)C)CC3)=N1